ClC1=C(C(=NN1C1=CC(=CC=C1)F)C(F)F)CS(=O)(=O)C1=NOC(C1)(C)CC 3-(((5-chloro-3-(difluoromethyl)-1-(3-fluorophenyl)-1H-pyrazol-4-yl)methyl)sulfonyl)-5-ethyl-5-methyl-4,5-dihydroisoxazole